[N-](S(=O)(=O)C(F)(F)F)S(=O)(=O)C(F)(F)F.C[NH+](C)C trimethylammonium bis(trifluoromethane)sulfonimide